C1(CC1)C1=C(C(=NO1)C1=C(C=CC=C1F)F)COC1CCN(CC1)C1=CC=C(C#N)C=C1 4-(4-((5-cyclopropyl-3-(2,6-difluorophenyl)isoxazol-4-yl)methoxy)piperidin-1-yl)benzonitrile